dicarboxy-beta-D-glucopyranose-13C C(=O)(O)C([C@@H]1[C@H]([C@@H]([C@H]([13C@H](O)O1)O)O)O)(O)C(=O)O